(5-fluoro-2-((1-(1-pivaloylpiperidin-4-yl)-1H-pyrazol-4-yl)amino)pyrimidin-4-yl)benzoic acid FC=1C(=NC(=NC1)NC=1C=NN(C1)C1CCN(CC1)C(C(C)(C)C)=O)C1=C(C(=O)O)C=CC=C1